4-((chloromethoxy)carbonyloxy)-2-hydroxy-4-oxobutanoic acid ClCOC(=O)OC(CC(C(=O)O)O)=O